ClC1=NC(=C2N=CN(C2=N1)[C@@H]1SCCC1)NCC1=NC(=CC=C1)F (2R,3R,4S)-2-[2-chloro-6-[(6-fluoro-2-pyridyl)methylamino]purin-9-yl]tetrahydrothiophene